4-[[5-(3-ethyl-1,2,4-oxadiazol-5-yl)-4-[[(1S)-2-hydroxy-1-phenyl-ethyl]amino]pyrimidin-2-yl]amino]-2-methyl-benzamide C(C)C1=NOC(=N1)C=1C(=NC(=NC1)NC1=CC(=C(C(=O)N)C=C1)C)N[C@H](CO)C1=CC=CC=C1